1-(2,2,2-trifluoroethyl)piperidin hydrochloride Cl.FC(CN1CCCCC1)(F)F